BrC1=CSC2=C1N=C(N=C2)NC2=CC(=C(C=C2)OC)OC 7-bromo-N-(3,4-dimethoxyphenyl)thieno[3,2-d]pyrimidin-2-amine